6-(3-aminobenzylamino)-9-β-D-arabinofuranosylpurine NC=1C=C(CNC2=C3N=CN(C3=NC=N2)[C@H]2[C@@H](O)[C@H](O)[C@H](O2)CO)C=CC1